CN(S(=O)(=O)C)C1=C(C(=O)NC2=CC=C(N=N2)S(=O)(=O)Cl)C=CC=C1 6-(2-(N-methylmethylsulfonamido)benzamido)pyridazine-3-sulfonyl chloride